9-(4-(4-amino-1-methyl-1H-imidazol-2-yl)benzyl)-2-(2-isopropylphenyl)-7,9-dihydro-8H-purin-8-one NC=1N=C(N(C1)C)C1=CC=C(CN2C3=NC(=NC=C3NC2=O)C2=C(C=CC=C2)C(C)C)C=C1